FC1=C(C=CC=C1)C(C=O)(C)C 2-(2-fluorophenyl)-2-methylpropionaldehyde